N-Chlorophthalimid ClN1C(C=2C(C1=O)=CC=CC2)=O